4-(5-(3,4,5-trichlorophenyl)-5-trifluoromethyl-4,5-dihydroisoxazol-3-yl)-2-methylbenzoic acid ClC=1C=C(C=C(C1Cl)Cl)C1(CC(=NO1)C1=CC(=C(C(=O)O)C=C1)C)C(F)(F)F